N1CCCCC1C(=O)N piperidine-6-carboxamide